OC=1C=C(SC1)C1(C(C(=C(C(=C1F)F)F)F)F)[B-](C1=C(C(=C(C(=C1F)F)F)F)F)(C1=C(C(=C(C(=C1F)F)F)F)F)C1=C(C(=C(C(=C1F)F)F)F)F.OC1=C(SC=C1)[SH2+] (3-hydroxythiophenyl)sulfonium (4-hydroxythiophenyl)tetrakis(pentafluorophenyl)borate